OC=1C(=C(C=CC1)C(CCCC1=C(C(=CC=C1)O)O)C1=C(C(=CC=C1)O)O)O 1,1,4-tris-(dihydroxyphenyl)-butane